COCCOC1=NC(=NC=C1)N 4-(2-methoxyethoxy)pyrimidin-2-amine